C[C@H]1N(CCOC1)C1=CC(=C2C(=N1)NC=N2)C2=C(C=CC=C2)S(=O)(=O)C (3R)-3-methyl-4-[7-(2-methylsulfonylphenyl)-3H-imidazo[4,5-b]pyridin-5-yl]morpholine